ClC=1C=C(C=CC1C)C(C(C(F)F)O)O (3-chloro-4-methylphenyl)-3,3-difluoropropane-1,2-diol